COC(=O)C=1N(N=C2C=CC(=CC12)B1OC(C(O1)(C)C)(C)C)C.BrC=1C=C2C=CC(=NC2=CC1OCOC)OCF 6-bromo-2-(fluoromethoxy)-7-(methoxymethoxy)quinoline methyl-2-methyl-5-(4,4,5,5-tetramethyl-1,3,2-dioxaborolan-2-yl)-2H-indazole-3-carboxylate